C1(CCCCC1)CC[C@@H](C(N[C@@H](C[C@H]1C(NCC1)=O)C(COC1=C(C(=CC(=C1F)F)F)F)=O)=O)NC(C(=O)NC1=C(C=CC=C1)F)=O N1-((S)-4-cyclohexyl-1-oxo-1-(((S)-3-oxo-1-((S)-2-oxopyrrolidin-3-yl)-4-(2,3,5,6-tetrafluorophenoxy)butan-2-yl)amino)butan-2-yl)-N2-(2-fluorophenyl)oxalamide